NC1=NC=C(C2=C1C(=NN2C(C)C)C2=CC(=C(C=C2)NS(=O)(=O)C2=C(C=CC=C2)F)F)C2CCC(CC2)NC2COC2 N-(4-(4-amino-1-isopropyl-7-((1r,4r)-4-(oxetan-3-ylamino)cyclohexyl)-1H-pyrazolo[4,3-c]pyridin-3-yl)-2-fluorophenyl)-2-fluorobenzenesulfonamide